C1(=CNC=2N=CC=3C=CC=CC3C21)C2CC(C2)C(=O)O (1r,3r)-3-(3H-pyrrolo[2,3-c]isoquinolin-1-yl)cyclobutane-1-carboxylic acid